NC1=NC=2C(=C3N1NC=N3)C=NN2 5-amino-pyrazolo-[4,3-e]-1,2,4-triazolo[1,5-c]pyrimidine